benzotriazole-1-yloxytripyrrolidinophosphonium hexafluorophosphate F[P-](F)(F)(F)(F)F.N1(N=NC2=C1C=CC=C2)O[P+](N2CCCC2)(N2CCCC2)N2CCCC2